FC1=CC=C(C=C1)[C@H]1C[C@@H](CN(C1)CC1=CC=C(C=C1)C(F)(F)F)CC(=O)O Trans-2-(5-(4-fluorophenyl)-1-(4-(trifluoromethyl)benzyl)piperidin-3-yl)acetic acid